C12CN(CC(CC1)N2)C=2C=1N(N=CC2)C=C(C1)C=1C=NN(C1)C(F)F 4-(3,8-diazabicyclo[3.2.1]oct-3-yl)-6-(1-(difluoromethyl)-1H-pyrazol-4-yl)pyrrolo[1,2-b]pyridazine